BrC1=C(C(=C(C#N)C=C1)OC)F 4-bromo-3-fluoro-2-methoxybenzonitrile